ClC1=CC=C(CN(CCCCC2=CC(=NO2)C(=O)OCC)C2=CC=C(C=C2)Cl)C=C1 ethyl 5-(4-((4-chlorobenzyl)(4-chlorophenyl)amino)butyl)isoxazole-3-carboxylate